N-[5-[(5-tert-butyl-1,3-oxazol-2-yl)methylsulfamyl]-1,3-thiazol-2-yl]piperidine-4-carboxamide C(C)(C)(C)C1=CN=C(O1)CNS(=O)(=O)C1=CN=C(S1)NC(=O)C1CCNCC1